ClC=1C=C(C=CC1C=1N(C2=NC=NC(=C2N1)OC1(CC1)C)CC1=NC=CC(=C1)C)S(=O)(=O)NC 3-chloro-N-methyl-4-(6-(1-methylcyclopropoxy)-9-((4-methylpyridin-2-yl)methyl)-9H-purin-8-yl)benzenesulfonamide